4-((tert-butyldimethylsilyl)oxy)-1-(cyclopropanecarbonyl)-5-methylpyrrolidine-2-carbaldehyde [Si](C)(C)(C(C)(C)C)OC1CC(N(C1C)C(=O)C1CC1)C=O